C(/C1=CC=CC=C1)=N\N1C(NN=C1)=O (E)-4-(benzylideneamino)-2,4-dihydro-3H-1,2,4-triazol-3-one